3-((4S)-1-((benzyloxy)carbonyl)-4-methoxypyrrolidin-2-yl)-2,2-diphenylpropanoic acid C(C1=CC=CC=C1)OC(=O)N1C(C[C@@H](C1)OC)CC(C(=O)O)(C1=CC=CC=C1)C1=CC=CC=C1